6-(2,3-dibromophenoxy)-N,N-diphenyldibenzo[b,d]furan-3-amine BrC1=C(OC2=CC=CC=3C4=C(OC32)C=C(C=C4)N(C4=CC=CC=C4)C4=CC=CC=C4)C=CC=C1Br